tert-butyl-2-(6-(((tert-butyldiphenylsilyl)oxy)methyl)dihydro-2H-pyran-3(4H)-ylidene)hydrazine C(C)(C)(C)NN=C1COC(CC1)CO[Si](C1=CC=CC=C1)(C1=CC=CC=C1)C(C)(C)C